3-(1-oxo-5-(((1R,2R)-2-(3-(quinolin-4-yl)azetidin-1-yl)cyclohexyl)oxy)isoindolin-2-yl)piperidine-2,6-dione O=C1N(CC2=CC(=CC=C12)O[C@H]1[C@@H](CCCC1)N1CC(C1)C1=CC=NC2=CC=CC=C12)C1C(NC(CC1)=O)=O